CN(C(=O)C1CC(C1)C)C=1C=C2C(=NC1)N=C(N2)C2=NNC=1C[C@@]3([C@H](CC21)C3)C (1s,3R)-N,3-Dimethyl-N-(2-((4aS,5aR)-5a-methyl-1,4,4a,5,5a,6-hexahydrocyclopropa[f]indazol-3-yl)-1H-imidazo[4,5-b]pyridin-6-yl)cyclobutane-1-carboxamide